L-Cysteine, Monohydrochloride Cl.N[C@@H](CS)C(=O)O